3-hydroxy-5-methoxy-2-pentyl-1,4-dihydropyridine OC1=C(NC=C(C1)OC)CCCCC